O=C(CC(=O)OCC)CC(=O)OCC 1,5-diethyl 3-oxopentanedioate